5-tert-butyl-N-[[2-methyl-4-[6-(1H-pyrazol-4-yl)pyrrolo[2,1-f][1,2,4]triazin-4-yl]phenyl]methyl]-1,2,4-oxadiazole-3-carboxamide C(C)(C)(C)C1=NC(=NO1)C(=O)NCC1=C(C=C(C=C1)C1=NC=NN2C1=CC(=C2)C=2C=NNC2)C